1-methyl-2-[4-(1-methyl-4-pyridin-4-yl-1H-pyrazol-3-yl)-phenoxymethyl]-1H-imidazo[4,5-b]pyridine CN1C(=NC2=NC=CC=C21)COC2=CC=C(C=C2)C2=NN(C=C2C2=CC=NC=C2)C